C(C)(C)N1N=CC(=C1)C1=CNC2=NC=C(N=C21)C=2C=C(C=C(C2)N2[C@@H](CCC2)C)S(=O)(=O)NC (R)-3-(7-(1-isopropyl-1H-pyrazol-4-yl)-5H-pyrrolo[2,3-b]pyrazin-2-yl)-N-methyl-5-(2-methylpyrrolidin-1-yl)benzenesulfonamide